N-t-butoxycarbonyl-3,4-dihydropyridine-6-boronic acid pinacol ester C(C)(C)(C)OC(=O)N1CCCC=C1B1OC(C)(C)C(C)(C)O1